FC=1C=C(C=CC1)C1=CNC=2N=CN=C(C21)N2CCOCC2 4-(5-(3-Fluorophenyl)-7H-pyrrolo[2,3-d]pyrimidin-4-yl)morpholine